The molecule is a peptide anion that is the conjugate base of gamma-Glu-Leu, obtained by removal of protons from the two carboxy groups as well as protonation of the amino group; major species at pH 7.3. It is a conjugate base of a gamma-Glu-Leu. CC(C)C[C@@H](C(=O)[O-])NC(=O)CC[C@@H](C(=O)[O-])[NH3+]